N7-methyl guanosine-5'-monophosphate P(=O)(O)(O)OC[C@@H]1[C@H]([C@H]([C@@H](O1)N1C=[N+](C=2C(=O)NC(N)=NC12)C)O)O